3-(dimethylamino)-1-cyclopropyl-2-propen-1-one CN(C=CC(=O)C1CC1)C